4-(3-(2-(2-(dimethylamino) ethoxy) ethyl) ureido)-heptane-1,7-diyl dihexanoate C(CCCCC)(=O)OCCCC(CCCOC(CCCCC)=O)NC(=O)NCCOCCN(C)C